C(C)OC(=O)C1=CN=NN1CCC1CC1.NC=1C=C(C(=O)NCC=2C=NN(C2)C)C=CC1C 3-amino-4-methyl-N-((1-methyl-1H-pyrazol-4-yl)methyl)benzamide Ethyl-1-(2-cyclopropylethyl)-1H-1,2,3-triazole-5-carboxylate